C1(CC1)[C@@H](C1=NC=2N(C=C1)C=C(N2)[C@@H](NC(=O)C=2C(=NOC2)CCC(F)(F)F)C2CCC(CC2)(F)F)NC(CC2CC(C2)(F)F)=O N-((S)-(7-((S)-Cyclopropyl(2-(3,3-difluorocyclobutyl)acetamido)methyl)imidazo[1,2-a]pyrimidin-2-yl)(4,4-difluorocyclohexyl)methyl)-3-(3,3,3-trifluoropropyl)isoxazole-4-carboxamide